N1(CCCCC1)CCNC(=O)C1=CC2=C(N(C(=N2)NC=2SC3=C(N2)C=CC(=C3)Cl)C)C=C1 2-(6-Chloro-benzothiazol-2-ylamino)-1-methyl-1H-benzoimidazole-5-carboxylic acid (2-piperidin-1-yl-ethyl)-amide